C1(=CC=CC=C1)C1=CC=C(C=C1)S(=O)(=O)N1C[C@H](OCC1)C1=CSC2=C1C=CC=C2 |r| rac-3-[4-(4-phenylphenyl)sulfonylmorpholin-2-yl]benzothiophene